(3R)-7-hydroxy-N-{(1S)-2-methyl-1-[(4-methylpiperidin-1-yl)methyl]Propyl}-1,2,3,4-tetrahydroisoquinoline-3-carboxamide OC1=CC=C2C[C@@H](NCC2=C1)C(=O)N[C@@H](C(C)C)CN1CCC(CC1)C